1-[[2-(4-chlorophenyl)-3-phenyloxiranyl]-methyl]-1H-1,2,4-triazole ClC1=CC=C(C=C1)C1(OC1C1=CC=CC=C1)CN1N=CN=C1